ClC1=NC(=NN2C1=CC(=C2C2(CCC2)CC)C#N)N[C@H]2[C@H](CN(CC2)S(=O)(=O)C)O chloro-7-(1-ethylcyclobutyl)-2-{[(3S,4R)-3-hydroxy-1-methanesulfonylpiperidin-4-yl]amino}pyrrolo[2,1-f][1,2,4]triazine-6-carbonitrile